C(C)(C)(C)C1=C(C(=CC(=C1)C)C)O 2-tertiary butyl-4,6-dimethylphenol